5-FluoroUracil tert-butyl-3-{[(4E)-5-[4-(methoxymethoxy)-2-methyl-6-(4,4,5,5-tetramethyl-1,3,2-dioxaborolan-2-yl)phenyl]pent-4-en-1-yl]oxy}azepane-1-carboxylate C(C)(C)(C)C1N(CCCCC1OCCC\C=C\C1=C(C=C(C=C1B1OC(C(O1)(C)C)(C)C)OCOC)C)C(=O)O.FC=1C(NC(NC1)=O)=O